(S)-N-((S)-1-(2-Chlorophenyl)-2-(3,3-difluorocyclobutylamino)-2-oxoethyl)-1-(4-cyanopyridin-2-yl)-N-(5-fluoropyridin-3-yl)-5-oxopyrrolidine-2-carboxamide ClC1=C(C=CC=C1)[C@@H](C(=O)NC1CC(C1)(F)F)N(C(=O)[C@H]1N(C(CC1)=O)C1=NC=CC(=C1)C#N)C=1C=NC=C(C1)F